tert-butyl 6-[(2R,3S,5R)-5-(6-amino-2-fluoro-purin-9-yl)-2-ethynyl-2-(hydroxymethyl)tetrahydrofuran-3-yl]oxycarbonyloxyhexanoate NC1=C2N=CN(C2=NC(=N1)F)[C@H]1C[C@@H]([C@](O1)(CO)C#C)OC(=O)OCCCCCC(=O)OC(C)(C)C